cis-N-({4-methyl-2-[6-methyl-3-(2H-1,2,3-triazol-2-yl)pyridine-2-carbonyl]-2-azabicyclo[3.1.1]heptan-3-yl}methyl)-[1,3]thiazolo[5,4-b]pyridin-2-amine CC1C(N(C2CC1C2)C(=O)C2=NC(=CC=C2N2N=CC=N2)C)CNC=2SC1=NC=CC=C1N2